C1(=CC=CC=C1)S(=O)(=O)O.C[C@H]1NCC1 (R)-2-methylazetidine benzenesulfonate